CC=1OC2=C(C1C1(CC1)C(=O)O)C=C(C=C2)OCC=2C(=NC=CC2)C(F)(F)F 1-[2-Methyl-5-(2-trifluoromethyl-pyridin-3-ylmethoxy)-benzofuran-3-yl]-cyclopropanecarboxylic acid